C(C1=CC=CC=C1)(=O)OC(C)C(C(C)NCC1=CC=CC=C1)C 3-methyl-4-benzylamino-2-pentyl benzoate